azepane-4-carboxylate N1CCC(CCC1)C(=O)[O-]